The molecule is a monocarboxylic acid anion that is the conjugate base 3-nitroacrylic acid, formed by deprotonation of the carboxy group; major species at pH 7.3. It is a conjugate base of a 3-nitroacrylic acid. C(=C/[N+](=O)[O-])\\C(=O)[O-]